3-(4-(4-((4-(2-((R)-3-((5-chloro-4-(1H-pyrrolo[2,3-b]pyridin-3-yl)pyrimidin-2-yl)amino)pyrrolidin-1-yl)ethyl)piperidin-1-yl)methyl)piperidin-1-yl)phenyl)piperidin-2,6-dione ClC=1C(=NC(=NC1)N[C@H]1CN(CC1)CCC1CCN(CC1)CC1CCN(CC1)C1=CC=C(C=C1)C1C(NC(CC1)=O)=O)C1=CNC2=NC=CC=C21